ClC=1C=C(C=CC1F)C(C=1NC(=C(N1)C)S(=O)(=O)C)OC1C(CCCC1)C 2-[(3-chloro-4-fluorophenyl)-(2-methylcyclohexyl)oxymethyl]-4-methyl-5-methylsulfonyl-1H-imidazole